3-((3-bromo-2-fluorophenyl)(methoxy)methyl)tetrahydrofuran BrC=1C(=C(C=CC1)C(C1COCC1)OC)F